lithium nickel manganese cobalt oxide [Co]=O.[Mn].[Ni].[Li]